(2R,5S)-5-ethyl-2-methylpiperazine-1-carboxylate C(C)[C@@H]1NC[C@H](N(C1)C(=O)[O-])C